S(=O)(=O)(ON1[C@@H]2CC[C@H](N(C1=O)C2)C(NS(=O)(=O)CC(F)(F)F)=N)O (2S,5R)-7-oxo-2-(N-((2,2,2-trifluoroethyl) sulfonyl) carbamimidoyl)-1,6-diazabicyclo[3.2.1]octan-6-yl hydrogen sulfate